4-(((6-fluoro-5-(1-(2-fluorophenyl)ethyl)-1,1-dioxido-4H-benzo[e][1,2,4]thiadiazin-3-yl)amino)methyl)benzonitrile FC=1C=CC2=C(NC(=NS2(=O)=O)NCC2=CC=C(C#N)C=C2)C1C(C)C1=C(C=CC=C1)F